[3-[1-[(2,4-DIMETHOXYPHENYL)METHYLAMINO]-4-METHYLPHTHALAZIN-6-YL]-4-[2-[2-[2-[(2-METHYLPROPAN-2-YL)OXYCARBONYLAMINO]ETHOXY]ETHOXY]ETHOXY]PHENYL]BORONIC ACID Palladium(II) diacetate C(C)(=O)[O-].C(C)(=O)[O-].[Pd+2].COC1=C(C=CC(=C1)OC)CNC1=NN=C(C2=CC(=CC=C12)C=1C=C(C=CC1OCCOCCOCCNC(=O)OC(C)(C)C)B(O)O)C